N-(1,3-dimethylbutylidene)-3-aminopropyltriethoxysilane CC(CC(C)C)=NCCC[Si](OCC)(OCC)OCC